5,5-difluoro-2,2-dimethoxy-1-methylcyclohexane-1-ol FC1(CCC(C(C1)(O)C)(OC)OC)F